3,5-diaminobenzaldehyde NC=1C=C(C=O)C=C(C1)N